N1CC(C1)C12CC(C1)(C2)C2=CC(=NN2)C 5-[3-(azetidin-3-yl)-1-bicyclo[1.1.1]pentanyl]-3-methyl-1H-pyrazole